methyl 2,3-diaminopropanoate di-HCl salt Cl.Cl.NC(C(=O)OC)CN